NC1=NC(=C2C(=N1)N(N=C2)CC2=C(C=C(C=C2)N)F)C=2C=C(C#N)C=CN2 2-(6-amino-1-(4-amino-2-fluorobenzyl)-1H-pyrazolo[3,4-d]pyrimidine-4-yl)isonicotinonitrile